trimethoxy-7-oxabicyclo[4.1.0]hept-3-yl-silane tert-butyl-(3-(3-(aminomethyl)-4-methylphenoxy)propyl)carbamate C(C)(C)(C)N(C(O)=O)CCCOC1=CC(=C(C=C1)C)CN.CO[Si](C1CC2OC2CC1)(OC)OC